CC(CCC)N1N=CC=2C1=NC(=NC2NC=2N=CN(C2)C2=CC(=C(C(=C2)OC)OC)OC)C(=C)C 1-(pent-2-yl)-6-(prop-1-en-2-yl)-N-(1-(3,4,5-trimethoxyphenyl)-1H-imidazol-4-yl)-1H-pyrazolo[3,4-d]pyrimidin-4-amine